CC=1C(=C(C=CC1)O)C(C)C 3-methyl-2-(1-methylethyl)phenol